chloro-4-((1-(hydroxymethyl)cyclobutyl)amino)-7,8-dihydro-6H-thiopyrano[3,2-d]pyrimidine 5,5-dioxide ClC=1N=C(C2=C(N1)CCCS2(=O)=O)NC2(CCC2)CO